3-((methanesulfonyl)methyl)bicyclo[1.1.1]pentan-1-amine CS(=O)(=O)CC12CC(C1)(C2)N